5-nitro-6-(pyridin-4-yl)-3H-spiro[benzofuran-2,4'-piperidine]-1'-carboxylic acid tert-butyl ester C(C)(C)(C)OC(=O)N1CCC2(CC1)OC1=C(C2)C=C(C(=C1)C1=CC=NC=C1)[N+](=O)[O-]